4,4,6,6-tetrakis((2-cyanoethoxy)methyl)nonandinitrile C(#N)CCOCC(CCC#N)(CC(CCC#N)(COCCC#N)COCCC#N)COCCC#N